COC(=O)C1N(CCN(C1)C1=C(C(N(C2=CC=C(N=C12)C#N)C)=O)C#N)C(C1=CC=C(C=C1)F)C1=CC=C(C=C1)F 1-(bis(4-fluorophenyl)methyl)-4-(3,6-dicyano-1-methyl-2-oxo-1,2-dihydro-1,5-naphthyridin-4-yl)piperazine-2-carboxylic acid methyl ester